bis(methylcyclopentadienyl)(di-n-propyl-acetamido)yttrium CC1(C=CC=C1)[Y](NC(C(CCC)CCC)=O)C1(C=CC=C1)C